C(C)(=O)NNC(C1=NC=C(C=C1)Br)=O N'-acetyl-5-bromopicolinohydrazide